NC=1C=CC=C2C=CC=NC12 L-8-aminoquinoline